N1(CCNCC1)C1OC2=CC=CC=C2CC1 (piperazin-1-yl)chroman